CN(S(=O)(=O)NC=1C=NC2=CC(=NC(=C2C1)OC1CCC(CC1)NC1=NC=CC=N1)N1CCOCC1)C N-[(1s,4s)-4-({3-[(dimethylsulfamoyl)amino]-7-(morpholin-4-yl)-1,6-naphthyridin-5-yl}oxy)cyclohexyl]pyrimidin-2-amine